FC1=C(C=C(C=C1)NCCCN(C)C)C N1-(4-fluoro-3-methylphenyl)-N3,N3-dimethylpropane-1,3-diamine